COC1=C(C=C2C(=CC=NC2=C1)OC1=CC2=CC=CC(=C2C=C1)C(=O)N1CCN(CC1)C)C(=O)N 7-methoxy-4-((5-(4-methylpiperazine-1-carbonyl)naphthalen-2-yl)oxy)quinoline-6-carboxamide